COC1=C(C=C(C(=C1)C(=O)[O-])OC)C(=O)[O-] 2,5-Dimethoxy-1,4-benzenedicarboxylate